C(C)(C)(C)N1CCCCC1 1-t-butylpiperidin